3-[(aminoiminomethyl)thio]-1-propanesulfonic acid NN=CSCCCS(=O)(=O)O